C(C)N(C(=O)C1=CN(C2=CC=CC(=C12)I)S(=O)(=O)C1=CC=C(C)C=C1)CC N,N-diethyl-4-iodo-1-tosyl-1H-indole-3-carboxamide